C1(C(C(CCC1)C(=O)O)(C(=O)O)C(=O)O)(C(=O)O)C(=O)O Cyclohexanepentacarboxylic acid